[Zn].C1(C(CC2=CC=CC=C12)=O)=O indenedione zinc